(R)-4-(2-Amino-4-((1-hydroxy-2-methylhexan-2-yl)amino)quinazolin-7-yl)-5-(((2-methoxyethyl)(methyl)amino)methyl)-1-methylpyridin-2(1H)-one NC1=NC2=CC(=CC=C2C(=N1)N[C@@](CO)(CCCC)C)C1=CC(N(C=C1CN(C)CCOC)C)=O